tert-butyl N-[2-[2-[2-[2,6-bis(oxo)piperidin-3-yl]-1,3-bis(oxo)isoindol-5-yl]oxyethoxy]ethyl]-N-[2-[4-[6-(dimethylamino)-pyridin-3-yl]phenyl]-1,3-benzothiazol-6-yl]carbamate O=C1NC(CCC1N1C(C2=CC=C(C=C2C1=O)OCCOCCN(C(OC(C)(C)C)=O)C1=CC2=C(N=C(S2)C2=CC=C(C=C2)C=2C=NC(=CC2)N(C)C)C=C1)=O)=O